ruthenium (S,S)-N-(p-toluenesulfonyl)-1,2-diphenylethanediamine CC1=CC=C(C=C1)S(=O)(=O)N[C@](CC1=CC=CC=C1)(N)C1=CC=CC=C1.[Ru]